(3R,7R)-2-(3,4-dichlorobenzoyl)-3,7-dimethyl-9-((S*)-1-(2-methylpyrimidin-5-yl)ethyl)-1,2,3,4,8,9-hexahydropyrido[4',3':3,4]pyrazolo[1,5-a]pyrazin-10(7H)-one ClC=1C=C(C(=O)N2CC=3C(=NN4C3C(N(C[C@H]4C)[C@@H](C)C=4C=NC(=NC4)C)=O)C[C@H]2C)C=CC1Cl |o1:18|